CP(C1CNCCOC1)(C)=O dimethyl-(1,4-oxazepan-6-yl)phosphine oxide